C12(CC(C1)C2)C=2SC(=C(N2)C=2C(=C(C=CC2)C=2C(=C(C(=CC2)F)S(=O)(=O)N)F)F)C2=NC(=NC=C2)NC2CC1(CS(C1)(=O)=O)C2 (3-(2-(bicyclo[1.1.1]pent-1-yl)-5-(2-((2,2-dioxo-2-thiaspiro[3.3]hept-6-yl)-amino)pyrimidin-4-yl)thiazol-4-yl)-2-fluorophenyl)-2,6-difluorobenzenesulfonamide